FC(C=1C(=C(C=CC1)[C@@H](C)NC1=NN=C(C=2C1=CN(C(C2)=O)C2CCN(CC2)C(CC(=O)O)=O)C)F)F (R)-3-(4-(4-((1-(3-(difluoromethyl)-2-fluorophenyl)ethyl)amino)-1-methyl-7-Oxopyrido[3,4-d]pyridazin-6(7H)-yl)piperidin-1-yl)-3-oxopropionic acid